FC(OC=1C=NC(=NC1)N1C[C@H](N[C@H](C1)C)C)F 5-(difluoromethoxy)-2-[(3R,5S)-3,5-dimethylpiperazin-1-yl]pyrimidine